methyl-L-alanine hydrochloride Cl.CN[C@@H](C)C(=O)O